BrC=1C=C2CCC(N(C2=CC1)CC1=NN(C=C1)C)=O 6-bromo-1-((1-methyl-1H-pyrazol-3-yl)methyl)-3,4-dihydroquinolin-2(1H)-one